2-(4-(1H-imidazol-1-yl)phenyl)-5-phenyloxazole N1(C=NC=C1)C1=CC=C(C=C1)C=1OC(=CN1)C1=CC=CC=C1